ClC=1C=C(C=CC1Cl)C1=C(C=CC(=C1)F)[N+](=O)[O-] 3,4-dichloro-5'-fluoro-2'-nitrobiphenyl